Cis-((5-(1H-Pyrazol-4-yl)-1-(2-(6-(trifluoromethyl)imidazo[1,2-a]pyrazin-3-yl)pyrimidin-4-yl)piperidin-3-yl)imino)dimethyl-λ6-sulfanone N1N=CC(=C1)[C@@H]1C[C@@H](CN(C1)C1=NC(=NC=C1)C1=CN=C2N1C=C(N=C2)C(F)(F)F)N=S(=O)(C)C